(S)-1-((5-(5,7-difluoroquinolin-4-yl)-3-(trifluoromethyl)pyridin-2-yl)oxy)-2,4-dimethylpentan-2-amine FC1=C2C(=CC=NC2=CC(=C1)F)C=1C=C(C(=NC1)OC[C@](CC(C)C)(N)C)C(F)(F)F